C1(CC1)C1=CC(=NN1)C1=C2C(=NC(=NC2=CC=C1)C=1CCNCC1)N (5-cyclopropyl-1H-pyrazole-3-yl)-2-(1,2,3,6-tetrahydropyridin-4-yl)quinazolin-4-amine